FC([C@H]1N(C(OC1)=O)C1=NN2CCOC3=C(C2=C1)C=CC(=C3)N[C@H](C(=O)N)C)F (S)-2-((2-((S)-4-(difluoromethyl)-2-oxooxazolidin-3-yl)-5,6-dihydrobenzo[f]pyrazolo[1,5-d][1,4]oxazepin-9-yl)amino)propanamide